COC(=O)C=1C=C2C(C=C(OC2=C(C1)Br)N1C[C@H](OCC1)C)=O (R)-8-bromo-2-(2-methylmorpholino)-4-oxo-4H-chromen-6-carboxylic acid methyl ester